C(C)C=1C=C(C=2[C@H]3[C@H](C(OC2C1)(C)C)CCC(=C3)C)O (6aR,10aR)-3-ethyl-6,6,9-trimethyl-6a,7,8,10a-tetrahydro-6H-benzo[c]chromen-1-ol